N-[3-chloro-4-[4-[2-(dimethyl-amino)acetyl]piperazine-1-carbonyl]phenyl]-5-[4-(3,5-dimethyl-1H-pyrazol-4-yl)phenyl]-1-methyl-imidazole-2-carboxamide ClC=1C=C(C=CC1C(=O)N1CCN(CC1)C(CN(C)C)=O)NC(=O)C=1N(C(=CN1)C1=CC=C(C=C1)C=1C(=NNC1C)C)C